COC=1C=C(/C=C/C2=CC=C(OCC(COC3COC(OC3)(C)C)(COC3COC(OC3)(C)C)COC3COC(OC3)(C)C)C=C2)C=C(C1)OC (E)-5,5'-((2-((4-(3,5-dimethoxystyryl)phenoxy)methyl)-2-(((2,2-dimethyl-1,3-dioxan-5-yl)oxy)methyl)propane-1,3-diyl)bis(oxy))bis(2,2-dimethyl-1,3-dioxane)